ClC=1C=C2C=C(C(=NC2=CC1Cl)N1CCC(CCC1)(F)F)C(=O)NC1=CC(=CC=C1)S(N)(=O)=O 6,7-dichloro-2-(4,4-difluoroazepan-1-yl)-N-(3-sulfamoylphenyl)quinoline-3-carboxamide